4-(((1S,2S)-2-aminocyclohexyl)(methyl)-amino)-4-oxobutanoate N[C@@H]1[C@H](CCCC1)N(C(CCC(=O)[O-])=O)C